Ethyl 4-((2-chloro-4-morpholinothieno[3,2-d]pyrimidin-6-yl)methylamino)butanoate Ethyl-4-aminobutanoate hydrochloride Cl.C(C)OC(CCCN)=O.ClC=1N=C(C2=C(N1)C=C(S2)CNCCCC(=O)OCC)N2CCOCC2